3-phenyl-2-(p-tolyl)propionitrile C1(=CC=CC=C1)CC(C#N)C1=CC=C(C=C1)C